5-benzyl-N-((1r,4r)-4-hydroxy-4-(trifluoromethyl)cyclohexyl)-2-oxa-5-azaspiro[3.5]nonane-8-carboxamide C(C1=CC=CC=C1)N1C2(COC2)CC(CC1)C(=O)NC1CCC(CC1)(C(F)(F)F)O